isopropyltriolein C(C)(C)C(C(=O)OCC(COC(CCCCCCC\C=C/CCCCCCCC)=O)OC(CCCCCCC\C=C/CCCCCCCC)=O)CCCCCC\C=C/CCCCCCCC